N[C@]1(CN(CCC1)C=1C=NC(=CC1CN1C2=NC=NC(=C2N=C1)N)C1=CC(=C(C(=C1)F)OC)F)[C@@H](C(F)F)O (S)-1-((R)-3-amino-1-(4-((6-amino-9H-purin-9-yl)methyl)-6-(3,5-difluoro-4-methoxyphenyl)pyridin-3-yl)piperidin-3-yl)-2,2-difluoroethan-1-ol